(4-(piperidin-3-ylmethoxy)phenyl)methanesulfonamide N1CC(CCC1)COC1=CC=C(C=C1)CS(=O)(=O)N